COC(C1CCN(CC1)C1=CC=C(C=C1)C1=C(CCCC=2C=3C(=NN(C3C=CC21)C2OCCCC2)F)C2=CC=C(C=C2)C(F)(F)F)OC 6-(4-(4-(dimethoxymethyl)piperidin-1-yl)phenyl)-1-fluoro-3-(tetrahydro-2H-pyran-2-yl)-7-(4-(trifluoromethyl)phenyl)-3,8,9,10-tetrahydrocyclohepta[e]indazole